C(CCCCC(=O)O)(=O)O.BrCCC(CO)(CO)CCBr 2,2-bis(bromoethyl)-1,3-propanediol adipate